(6-(2-chloro-5-fluorophenyl)-2-methyl-8-oxo-3-(3-oxocyclopentyl)-2,6,7,8-tetrahydropyrrolo[3,4-g]indazol-5-yl)-3-fluoro-5-(trifluoromethyl)benzamide ClC1=C(C=C(C=C1)F)C1NC(C2=C1C(=CC1=C(N(N=C21)C)C2CC(CC2)=O)C2=C(C(=O)N)C=C(C=C2F)C(F)(F)F)=O